ClC=1C=C(C=C(C1)NS(=O)(=O)C)NC(=O)C1=CC(=C(S1)C)C1=NC=C(C=N1)OC1CN(C1)C(=O)OC(C)(C)C tert-butyl 3-[(2-{5-[(3-chloro-5-methanesulfonamidophenyl)carbamoyl]-2-methylthiophen-3-yl}pyrimidin-5-yl) oxy]azetidine-1-carboxylate